C(C(C)C)NCCOC(C(=C)C)=O methacrylic acid iso-butylaminoethyl ester